(2S)-2-({6-[(2-fluorophenyl)methoxy]-2-methylindolizin-3-yl}formamido)propanamide FC1=C(C=CC=C1)COC1=CN2C(=C(C=C2C=C1)C)C(=O)N[C@H](C(=O)N)C